BrC=1C=C2CC3(OCC2=C(C1)\C=N\SC(C)(C)C)CC3 (S,E)-N-((6'-Bromospiro[cyclopropane-1,3'-isochroman]-8'-yl)methylene)-2-methylpropane-2-sulfenamide